ethyl 6-fluoro-7-[(2R)-2-[[(3-methylpyridin-2-yl) oxy] methyl] pyrrolidin-1-yl]-1-(oxetan-4-yl)-4-oxoquinoline-3-carboxylate FC=1C=C2C(C(=CN(C2=CC1N1[C@H](CCC1)COC1=NC=CC=C1C)C1CCO1)C(=O)OCC)=O